(2R,3S,5R)-5-(4-benzamido-2-oxopyrimidin-1(2H)-yl)-2-ethynyl-2-(((4-methylbenzoyl)oxy)methyl)tetrahydrofuran-3-yl 4-methylbenzoate CC1=CC=C(C(=O)O[C@@H]2[C@](O[C@H](C2)N2C(N=C(C=C2)NC(C2=CC=CC=C2)=O)=O)(COC(C2=CC=C(C=C2)C)=O)C#C)C=C1